[1-(6-ethylpyridin-3-yl)-1H-1,2,4-triazol-5-yl]methanaminium chloride [Cl-].C(C)C1=CC=C(C=N1)N1N=CN=C1C[NH3+]